C(C)OC(C(C)(C)C1=CC=C(C=C1)C1=CC=C(C=C1)OCCN1N=NC=C1)=O 2-(4'-(2-(1H-1,2,3-triazol-1-yl)ethoxy)-[1,1'-biphenyl]-4-yl)-2-methylpropionic acid ethyl ester